1-(3-((1-(3-fluoropropyl)-6-((5-methylthiazol-2-yl)amino)-1H-pyrrolo[3,2-c]pyridin-4-yl)oxy)pyrrolidin-1-yl)prop-2-en-1-one FCCCN1C=CC=2C(=NC(=CC21)NC=2SC(=CN2)C)OC2CN(CC2)C(C=C)=O